NC/C(/COC1=C(C=C(C#N)C=C1)F)=C\F (E)-4-((2-(aminomethyl)-3-fluoroallyl)oxy)-3-fluorobenzonitrile